(pentafluorobenzene) borate B(O)(O)O.FC=1C(=C(C(=C(C1)F)F)F)F